magnesium lithium sulfate S(=O)(=O)([O-])[O-].[Li+].[Mg+2]